(E)-propyl(styryl)sulfane C(CC)S\C=C\C1=CC=CC=C1